N-(5-(4-(2-fluorobenzoyl)piperazine-1-carbonyl)-2-(4-isopropylpiperazin-1-yl)phenyl)naphthalene-2-sulfonamide FC1=C(C(=O)N2CCN(CC2)C(=O)C=2C=CC(=C(C2)NS(=O)(=O)C2=CC3=CC=CC=C3C=C2)N2CCN(CC2)C(C)C)C=CC=C1